C(C1=CC=CC=C1)C1(C[C@@H]2[C@@H](CN(C2)C[C@@H](C2=CC=C(C=C2)O)O)C1)O (3aR,5R,6aS)-5-benzyl-2-((R)-2-hydroxy-2-(4-hydroxyphenyl)ethyl)octahydrocyclopenta[c]pyrrol-5-ol